((E)-3-((4-(((E)-3-(3,4-diacetoxyphenyl)acryloyl)oxy)benzyl)oxy)-3-oxoprop-1-en-1-yl)-1,2-phenylene diacetate C(C)(=O)OC1=C(C(=CC=C1)\C=C\C(=O)OCC1=CC=C(C=C1)OC(\C=C\C1=CC(=C(C=C1)OC(C)=O)OC(C)=O)=O)OC(C)=O